2-(allyloxy)-N-(2-chloro-5-vinyl-pyrimidin-4-yl)-6-fluorobenzamide C(C=C)OC1=C(C(=O)NC2=NC(=NC=C2C=C)Cl)C(=CC=C1)F